BrC1=NN(C(=N1)Br)CC(C)C 3,5-dibromo-1-isobutyl-1,2,4-triazole